C(=C)P([O-])([O-])=O S-cis-vinylphosphonate